selenium-disulfide [Se](=S)=S